(S)-1-(5,5-dimethylpyrrolidin-3-yl)-8-(2-((4-isopropyl-6-oxopyridazin-1(6H)-yl)methyl)thieno[3,2-b]pyridin-7-yl)-1,2,3,4-tetrahydroquinoline-6-carbonitrile CC1(C[C@@H](CN1)N1CCCC2=CC(=CC(=C12)C1=C2C(=NC=C1)C=C(S2)CN2N=CC(=CC2=O)C(C)C)C#N)C